NC=1NC(C=2N=CN(C2N1)[C@@H]1S[C@@H]([C@H]([C@H]1O)O)CO)=O 2-amino-9-((2R,3R,4S,5R)-3,4-dihydroxy-5-(hydroxymethyl)tetrahydrothiophen-2-yl)-1,9-dihydro-6H-purin-6-one